FC1=C(C=CC=C1S(=O)(=O)C(F)(F)F)CC 1-(2-fluoro-3-((trifluoromethyl)sulfonyl)phenyl)ethane